ethyl 1-(2-(4-chloro-3-fluorophenoxy)acetamido)piperidine-4-carboxylate ClC1=C(C=C(OCC(=O)NN2CCC(CC2)C(=O)OCC)C=C1)F